4-amino-7-fluoro-N'-(2-methoxyethyl)-N',1-dimethyl-N-((5-(trifluoromethyl)pyridin-2-yl)methyl)-1H-pyrazolo[4,3-c]quinoline-8-carbohydrazide NC1=NC=2C=C(C(=CC2C2=C1C=NN2C)C(=O)N(N(C)CCOC)CC2=NC=C(C=C2)C(F)(F)F)F